C1(CC1)OC=1C(=CC2=CN(N=C2C1)C1CCN(CC1)C(=O)OC(C)(C)C)I tert-butyl 4-(6-cyclopropoxy-5-iodo-2H-indazol-2-yl)piperidine-1-carboxylate